tetradecdienyl-coa C(=CC=CCCCCCCCCCC)SCCNC(CCNC([C@@H](C(COP(OP(OC[C@@H]1[C@H]([C@H]([C@@H](O1)N1C=NC=2C(N)=NC=NC12)O)OP(=O)(O)O)(=O)O)(=O)O)(C)C)O)=O)=O